O1CCOC2=C1C=CC(=C2)C=2C(=C(C=CC2)CO)C [3-(2,3-dihydro-1,4-benzodioxin-6-yl)-2-methylphenyl]methanol